FC1=C(C=C2C=CN(C(C2=C1)=O)C[C@@H](C[C@H](C)NC=1C=NNC(C1C(F)(F)F)=O)F)C1=NC=C(C=N1)C(C)(C)O 7-fluoro-2-((2R,4S)-2-fluoro-4-((6-oxo-5-(trifluoromethyl)-1,6-dihydropyridazin-4-yl)amino)pentyl)-6-(5-(2-hydroxypropan-2-yl)pyrimidin-2-yl)isoquinolin-1(2H)-one